methyl 2-(8-(difluoromethyl)-5-oxo-2-(trifluoromethyl)pyrido[2,3-d]pyridazin-6(5H)-yl)acetate FC(C1=NN(C(C2=C1N=C(C=C2)C(F)(F)F)=O)CC(=O)OC)F